dimethyl (cyclohexane-1,3-diylbis(methylene))dicarbamate C1(CC(CCC1)CNC(OC)=O)CNC(OC)=O